C(C)(C)(C)OC(=O)N1CCC(CC1)(C#N)C1=C(C=CC=C1)Br 4-(2-bromophenyl)-4-cyanopiperidine-1-carboxylic acid tert-butyl ester